C1(CC1)C1=CC=C(C(=N1)F)C1=C(C=NN1C1CCOCC1)C(=O)N[C@@H]1C(NC2=C(C(=N1)C1=CC=CC=C1)C=CC=C2F)=O 5-(6-Cyclopropyl-2-fluoropyridin-3-yl)-N-[(3S)-9-fluoro-2-oxo-5-phenyl-1,3-dihydro-1,4-benzodiazepin-3-yl]-1-(oxan-4-yl)pyrazole-4-carboxamide